3-(3-(3-fluoro-4-methyl-5-nitrophenyl)-1,2,4-oxadiazol-5-yl)azetidine-1-carboxylic acid methyl ester COC(=O)N1CC(C1)C1=NC(=NO1)C1=CC(=C(C(=C1)[N+](=O)[O-])C)F